4-(1-((2-((6-azaspiro[3.4]octan-6-yl)methyl)-1H-indol-6-yl)methyl)-1H-1,2,3-triazol-4-yl)-6-(methylthio)-1H-indazole C1CCC12CN(CC2)CC=2NC1=CC(=CC=C1C2)CN2N=NC(=C2)C2=C1C=NNC1=CC(=C2)SC